((4-(((3r,4r)-3-hydroxytetrahydro-2H-pyran-4-yl)oxy)-5-(trifluoromethyl)pyrimidin-2-yl)amino)-N-(methyl-d3)benzenesulfonamide O[C@@H]1COCC[C@H]1OC1=NC(=NC=C1C(F)(F)F)NC1=C(C=CC=C1)S(=O)(=O)NC([2H])([2H])[2H]